BrC=1C=C(C=CC1)C1=NNC(=C1)C(=O)N[C@H](C(=O)NC)CC1=CC(=CC=C1)Br (S)-3-(3-bromophenyl)-N-(3-(3-bromophenyl)-1-(methylamino)-1-oxopropan-2-yl)-1H-pyrazole-5-carboxamide